FC(C(=O)O)(F)F.C(C1=CC=CC=C1)N(C1CCN(CC1)C1=CC=C(C=C1)Cl)CC=1N=NNC1C(=O)O 4-((benzyl(1-(4-chlorophenyl)piperidin-4-yl)amino)methyl)-1H-1,2,3-triazole-5-carboxylic acid 2,2,2-trifluoroacetate